The molecule is a ceramide phosphoinositol compound having a tetracosanoyl group attached to the ceramide nitrogen, hydroxylation at C-4 of the long-chain base, and hydroxylation at C-2 and C-3 of the very-long-chain fatty acid. It has a role as a Saccharomyces cerevisiae metabolite. It derives from a (4S)-N-(2,3-dihydroxytetracosanoyl)-4-hydroxysphinganine. It is a conjugate acid of an Ins-1-P-Cer(t18:0/2,3-OH-24:0)(1-). CCCCCCCCCCCCCCCCCCCCC[C@H]([C@@H](C(=O)N[C@@H](COP(=O)(O)OC1[C@@H]([C@H](C([C@H]([C@H]1O)O)O)O)O)[C@@H]([C@H](CCCCCCCCCCCCCC)O)O)O)O